1-[4-[[5-[2-(3-chlorophenoxy)pyrimidin-5-yl]-3-pyridinyl]amino]-1-piperidinyl]prop-2-en-1-one ClC=1C=C(OC2=NC=C(C=N2)C=2C=C(C=NC2)NC2CCN(CC2)C(C=C)=O)C=CC1